N-({1-[(3-hydroxypiperidin-1-yl)methyl]cyclobutyl}methyl)-4H,5H,6H,7H,8H,9H-cycloocta[b]thiophene-2-carboxamide OC1CN(CCC1)CC1(CCC1)CNC(=O)C1=CC2=C(S1)CCCCCC2